2-methoxy-2-methyl-N-(diphenylmethoxysilylhexyl)-1-aza-2-silacyclopentane CO[Si]1(N(CCC1)CCCCCC[SiH2]OC(C1=CC=CC=C1)C1=CC=CC=C1)C